FC=1C=C(OC2=CC=C(C=C2)B(O)O)C=CC1F [4-(3,4-difluorophenoxy)phenyl]boronic acid